ClC1=CC=2CCN(S(C2C=N1)(=O)=O)[C@@H]([C@H](C)C1=C(C(=CC=C1F)C)C)C1=NNC(O1)=O 5-((1S,2R)-1-(6-chloro-1,1-dioxido-3,4-dihydro-2H-pyrido[4,3-e][1,2]thiazin-2-yl)-2-(6-fluoro-2,3-dimethylphenyl)propyl)-1,3,4-oxadiazol-2(3H)-one